N-(2-(2-(2H-tetrazol-5-yl)phenyl)-6-(benzyl(propyl)amino)pyridin-4-yl)-2-(naphthalen-2-yl)acetamide N=1NN=NC1C1=C(C=CC=C1)C1=NC(=CC(=C1)NC(CC1=CC2=CC=CC=C2C=C1)=O)N(CCC)CC1=CC=CC=C1